Tert-butyl (1-(5-cyclopropyl-6-(4-fluorobenzyl)pyridin-2-yl)-3,3-diethyl-1,4-dioxo-8,11,14-trioxa-2,5-diazahexadecan-16-yl)carbamate C1(CC1)C=1C=CC(=NC1CC1=CC=C(C=C1)F)C(NC(C(NCCOCCOCCOCCNC(OC(C)(C)C)=O)=O)(CC)CC)=O